C(CCC)OC1=CC=CC2=NC3=CC=CC=C3C(=C12)C1=CC=CC=C1 (1-butoxy)-9-phenylacridine